C1(=CC=C(C=C1)CC=1C(=C(SC1C)C)C(=O)NC1CC2(CC(C2)C(=O)O)C1)C1=CC=CC=C1 (2R,4R,6R)-6-(4-([1,1'-biphenyl]-4-ylmethyl)-2,5-Dimethylthiophene-3-carboxamido)spiro[3.3]heptane-2-carboxylic acid